6-((5-(3,4-difluorophenyl)pyridin-3-yl)oxy)-2-((1-(methyl-sulfonyl)piperidin-4-yl)oxy)pyrimidine-4-carbonitrile FC=1C=C(C=CC1F)C=1C=C(C=NC1)OC1=CC(=NC(=N1)OC1CCN(CC1)S(=O)(=O)C)C#N